ClC=1C(=NC(=NC1N1CCS(CC1)(=O)=O)C1CC1)NC1=NNC2=CC(=CC=C12)[C@@H]1C[C@@]12C(NC1=CC=C(C=C21)OC)=O (1R,2S)-2-(3-((5-chloro-2-cyclopropyl-6-(1,1-dioxidothiomorpholino)pyrimidin-4-yl)amino)-1H-indazol-6-yl)-5'-methoxyspiro[cyclopropane-1,3'-indolin]-2'-one